FC=1C(=C(C=CC1F)C(=O)N1CC(C1)NC(OC(C)(C)C)=O)NC1=C(C=C(C=C1)I)F 1,1-dimethylethyl [1-({3,4-difluoro-2-[(2-fluoro-4-iodophenyl)amino]phenyl}carbonyl) azetidin-3-yl]carbamate